butyl (1r,3r)-3-amino-3-(1-hydroxyethyl)cyclobutanecarboxylate NC1(CC(C1)C(=O)OCCCC)[C@@H](C)O